C(C)(C)(C)OC(=O)N[C@@H]1C[C@@H](CC12CCN(CC2)C(=O)OC(C)(C)C)OC(CO)COS(C)(C)C(C)(C)C tert-butyl (2R,4R)-4-(tert-butoxycarbonylamino)-2-[1-[[tert-butyl (dimethyl)-sulfanyl] oxymethyl]-2-hydroxy-ethoxy]-8-azaspiro[4.5]decane-8-carboxylate